ClC=1C(=CC(=C(C1)C1=C(C=C2C(NC(N3C2=C1SCC1(C3)CC(C1)(OC)OC)=O)=O)C(F)(F)F)F)F 11'-(5-chloro-2,4-difluorophenyl)-3,3-dimethoxy-10'-(trifluoromethyl)-2'H,4'H,6'H-spiro[cyclobutane-1,3'-[1,4]thiazepino[2,3,4-ij]quinazoline]-6',8'(7'H)-dione